FC(C(=O)O)(F)F.COC(CCC1=CC(=CC(=C1)C(F)(F)F)C)=O 3-(3-methyl-5-(trifluoromethyl)phenyl)propanoic acid methyl ester trifluoroacetate